(R)-(2-(2-((tert-butyldiphenylsilyl)oxy)ethyl)pyridin-3-yl)(3-(hydroxymethyl)morpholino)methanone [Si](C1=CC=CC=C1)(C1=CC=CC=C1)(C(C)(C)C)OCCC1=NC=CC=C1C(=O)N1[C@@H](COCC1)CO